(7S)-N-((S)-1-cyano-2-(4-(3-methyl-2-oxo-2,3-dihydrobenzo[d]oxazol-5-yl)phenyl)ethyl)-1,6-dioxa-9-azaspiro[3.6]decane-7-carboxamide C(#N)[C@H](CC1=CC=C(C=C1)C=1C=CC2=C(N(C(O2)=O)C)C1)NC(=O)[C@H]1OCC2(CCO2)CNC1